(1S,1aS,6aR)-ethyl 4-hydroxy-1,1a,6,6a-tetrahydrocyclopropa[a]indene-1-carboxylate OC1=CC=2C[C@@H]3[C@H](C2C=C1)[C@H]3C(=O)OCC